C(C)(C)(C)OC(NC1(CC1)C(F)(F)F)=O (1-(trifluoromethyl)cyclopropyl)carbamic acid tert-butyl ester